C(C)OC(=O)C1CC=C(C2CN(C=3C=C(C=CC3C12)C)S(=O)(=O)C1=CC=C(C)C=C1)CO 7-(hydroxymethyl)-3-methyl-5-tosyl-5,6,6a,9,10,10a-hexahydrophenanthridine-10-carboxylic acid ethyl ester